FC(CN1N=CC=2C1=NC(=CN2)N2CC1(C2)CCN(CC1)C1=NC=CC(=C1)C(F)(F)F)F 2-[1-(2,2-difluoroethyl)-1H-pyrazolo[3,4-b]pyrazin-6-yl]-7-[4-(trifluoromethyl)pyridin-2-yl]-2,7-diazaspiro[3.5]nonane